(2R)-2-((4-Chloro-6-(2-(2-fluorophenyl)propyl)-1,3,5-triazin-2-yl)amino)-4-methylpentan-1-ol ClC1=NC(=NC(=N1)CC(C)C1=C(C=CC=C1)F)N[C@@H](CO)CC(C)C